3-(7-bromo-3-oxo-[1,2,4]triazolo[4,3-a]pyridin-2-yl)piperidine-2,6-dione BrC1=CC=2N(C=C1)C(N(N2)C2C(NC(CC2)=O)=O)=O